tert-butyl N-[6-[(2S)-2-allylpyrrolidin-1-yl]-2-[5-[(1S)-2,2,2-trifluoro-1-(2-fluoro-5-iodo-phenyl)-1-hydroxy-ethyl]-1,3,4-oxadiazol-2-yl]-5-(trifluoromethyl)-3-pyridyl]carbamate C(C=C)[C@H]1N(CCC1)C1=C(C=C(C(=N1)C=1OC(=NN1)[C@@](C(F)(F)F)(O)C1=C(C=CC(=C1)I)F)NC(OC(C)(C)C)=O)C(F)(F)F